2-(6-chloropyridin-3-yl)acrylamide ClC1=CC=C(C=N1)C(C(=O)N)=C